FC1=C(CN2C3=C(OCC2=O)C=CC(=C3)C(=O)NO)C=C(C=C1)OC 4-(2-fluoro-5-methoxybenzyl)-N-hydroxy-3-oxo-3,4-dihydro-2H-benzo[b][1,4]oxazine-6-carboxamide